N(=NC(C#N)(C(CC)C)C)C(C#N)(C(CC)C)C 2,2'-Azobis(dimethyl-Valeronitrile)